S1C2=C(C=C1)C=C(C=C2)C(/C=C/C2=CC(=C(OC(C(=O)OC(C)(C)C)(C)C)C(=C2)C)C)=O tert-butyl (E)-2-(4-(3-(benzo[b]thiophen-5-yl)-3-oxoprop-1-en-1-yl)-2,6-dimethylphenoxy)-2-methylpropanoate